C1(CCC1)C=1C(=NN(C1NC(=O)C1CSC1)C)C1=CC=C(C=C1)F N-(4-cyclobutyl-3-(4-fluorophenyl)-1-methyl-1H-pyrazol-5-yl)thietane-3-carboxamide